FC1=C(C(=C(C(=C1[AsH2])F)F)F)F (pentafluorophenyl)arsine